Cl.N1=C(C=CC2=CC=CC=C12)N quinolin-2-amine hydrochloride